6-(1-(1-(azetidin-3-ylsulfonyl)piperidin-4-yl)-1H-pyrazol-4-yl)-4-methoxypyrazolo[1,5-a]pyridine-3-carbonitrile N1CC(C1)S(=O)(=O)N1CCC(CC1)N1N=CC(=C1)C=1C=C(C=2N(C1)N=CC2C#N)OC